C(CCCCC(=O)[O-])(=O)[O-].C(CCCCC(=O)O)(=O)[O-].[B+3] boron diadipate